BrC1=CC=C(C=C1)N1N=C(C(=N1)[C@H]1O[C@H](C(N1CCC=1C=CC2=CC(N=C2C1)=O)=O)C)C1=CC=C(C=C1)F (2R,5S)-2-(2-(4-bromophenyl)-5-(4-fluorophenyl)-2H-1,2,3-triazol-4-yl)-5-methyl-3-(2-(2-oxoindol-6-yl)ethyl)oxazolidin-4-one